ethyl 4-amino-1-(2-ethoxy-4-((5-fluoro-2-methoxybenzamido)methyl)phenyl)-3-(1,1,1-trifluoropropan-2-yl)-1H-pyrazole-5-carboxylate NC=1C(=NN(C1C(=O)OCC)C1=C(C=C(C=C1)CNC(C1=C(C=CC(=C1)F)OC)=O)OCC)C(C(F)(F)F)C